2-((2S,3S,4S)-5-chloro-6-fluoro-2-formyl-3-methyl-2-phenyl-2,3-dihydrobenzofuran-4-yl)-3-fluoro-4-methoxybenzonitrile ClC=1C(=CC2=C([C@@H]([C@](O2)(C2=CC=CC=C2)C=O)C)C1C1=C(C#N)C=CC(=C1F)OC)F